FC1=CC=C(C=N1)N1N=C(C2=CC(=CC(=C12)C)C)I 1-(6-fluoropyridin-3-yl)-3-iodo-5,7-dimethyl-1H-indazole